diisobutyl-perylene-3,9-dicarboxamide C(C(C)C)C1=C(C=2C=3C=CC=C4C(=CC=C(C5=CC=CC(=C1C(=O)N)C52)C43)C(=O)N)CC(C)C